FC1=CC=C(C=C1)C=1CN(C2=CC=CC=C2C1)S(=O)(=O)CC1=CC=CC=C1 3-(4-fluorophenyl)-1-toluenesulfonyl-1,2-dihydroquinoline